3-butyl-6,6-dimethyl-2-phenyl-2,3,4,6-tetrahydrocyclopenta[1,3]oxazin C(CCC)N1C(OC=2C(C1)=CC(C2)(C)C)C2=CC=CC=C2